FC(C(=O)O)(F)F.ClC=1C=C(C=CC1C(=O)N1CCN(CC1)C(CNC)=O)NC(=O)C=1N(C(=CN1)C1=C(C(=C(C=C1)OC)F)F)C N-[3-chloro-4-[4-[2-(methylamino)acetyl]piperazine-1-carbonyl]phenyl]-5-(2,3-difluoro-4-methoxy-phenyl)-1-methyl-imidazole-2-carboxamide trifluoroacetate